(2R,4S)-N-((S)-1-(((S)-2-amino-6,7-dihydro-5H-cyclopenta[b]pyridin-5-yl)amino)-1-oxopropan-2-yl)-4-(4-(trifluoromethyl)benzyl)pyrrolidine-2-carboxamide NC1=CC=C2C(=N1)CC[C@@H]2NC([C@H](C)NC(=O)[C@@H]2NC[C@H](C2)CC2=CC=C(C=C2)C(F)(F)F)=O